OC[C@H](C1=CC=CC=C1)NC1=N\C(\C(N1C)=O)=C/C1=CC2=C(N=CN2C)C=C1 (5Z)-2-[[(1S)-2-Hydroxy-1-phenyl-ethyl]amino]-3-methyl-5-[(3-methylbenzimidazol-5-yl)methylene]imidazol-4-one